2-(4-fluoro-7-isopropyl-6-(4,4,5,5-tetramethyl-1,3,2-dioxaborolan-2-yl)benzo[d]thiazol-2-yl)propan-2-ol FC1=CC(=C(C2=C1N=C(S2)C(C)(C)O)C(C)C)B2OC(C(O2)(C)C)(C)C